CC1=CC=C(C=C1)[N+](=O)[O-] p-Nitrotoluene